N-methyl-6-oxo-5-azaspiro[3.4]octane-2-carboxamide CNC(=O)C1CC2(C1)NC(CC2)=O